N[C@@H](CC#N)C1=CC=C(C=C1)S(=O)(=O)CC (3S)-3-amino-3-(4-(ethylsulfonyl)phenyl)propionitrile